OCCCCC(C(=O)N)C hydroxybutylpropionamide